C(CCC)C=1N(C=2C(=C(N=NC2OC(C)C)N)N1)CC1=CC=C(C=C1)CNCCOCCOCCOCCOC 2-butyl-4-isopropoxy-3-[[4-[[2-[2-[2-(2-methoxyethoxy)ethoxy]ethoxy]ethylamino]methyl]phenyl]methyl]imidazo[4,5-d]pyridazin-7-amine